α-allylproline C(C=C)[C@@]1(NCCC1)C(=O)O